tert-butyl 4-(4-(2H-tetrazol-5-yl)phenoxy)piperidine-1-carboxylate N=1NN=NC1C1=CC=C(OC2CCN(CC2)C(=O)OC(C)(C)C)C=C1